5-((5-chloro-2-((3r,5s)-3,5-dimethylpiperidin-1-carbonyl)pyridin-4-yl)amino)-3-(3-hydroxy-3-methylbutyl)-1-methyl-1,3-dihydro-2H-benzo[d]imidazol-2-one ClC=1C(=CC(=NC1)C(=O)N1C[C@@H](C[C@@H](C1)C)C)NC1=CC2=C(N(C(N2CCC(C)(C)O)=O)C)C=C1